methyl 1-(3-(difluoromethoxy)phenyl)-7-fluoro-2-oxo-2,3-dihydro-1H-benzo[d]imidazole-5-carboxylate FC(OC=1C=C(C=CC1)N1C(NC2=C1C(=CC(=C2)C(=O)OC)F)=O)F